N1N=CC(=C1)CCNC1=NC(=NC(=C1C)C)C(=O)N1CC(C1)(O)C1=C(C=CC=C1)F (4-((2-(1H-pyrazol-4-yl)ethyl)amino)-5,6-dimethylpyrimidin-2-yl)(3-(2-fluorophenyl)-3-hydroxyazetidin-1-yl)methanone